2,5-dimethyl-anilinoterephthalic acid CC1=C(NC2=C(C(=O)O)C=CC(=C2)C(=O)O)C=C(C=C1)C